C[NH+]1C(N(C(C=C1)C)C)C 1,2,3,4-tetramethyl-1,4-dihydropyrimidinium